ClC1=C(C=CC=C1)N1C(N=C(C2=C1N=C(C=C2)C(F)(F)F)NCCC#N)=O 3-((1-(2-chlorophenyl)-2-oxo-7-(trifluoro-methyl)-1,2-dihydropyrido-[2,3-d]pyrimidin-4-yl)amino)-propanenitrile